2-bromo-nitro-1,3-propanediol BrC(C(O)[N+](=O)[O-])CO